Isopropylbenzol monohydroperoxid [O-]O.C(C)(C)C1=CC=CC=C1